CN(C1=NN=C(S1)C1=C(C=C(C=C1)C=1C=NN(C1)C)O)C1CC(NC(C1)(C)C)(C)C 5-(methyl(2,2,6,6-tetramethylpiperidin-4-yl)amino)-1,3,4-thiadiazol-2-yl-5-(1-methyl-1H-pyrazol-4-yl)phenol